2-(3-(benzofuran-5-yl)-6-(3-methoxypropyl)pyrazin-2-yl)-2-azabicyclo[3.1.1]heptane-5-carboxylic acid O1C=CC2=C1C=CC(=C2)C=2C(=NC(=CN2)CCCOC)N2C1CC(CC2)(C1)C(=O)O